{5-[3-amino-5-(3-trifluoromethoxy-benzenesulfonyl)-pyridin-2-yl]-[1,3,4]oxadiazol-2-yl}-methanol NC=1C(=NC=C(C1)S(=O)(=O)C1=CC(=CC=C1)OC(F)(F)F)C1=NN=C(O1)CO